C(C)(C)(C)OC(=O)N1C2CN(CC1C2)CC2=NC1=CC(=CC=C1C(N2)=O)F 3-((7-fluoro-4-oxo-3,4-dihydroquinazolin-2-yl)methyl)-3,6-diazabicyclo[3.1.1]heptane-6-carboxylic acid tert-butyl ester